N-(1-cyanocyclobutyl)-8-methoxy-3-[(2R)-2-methyl-2-[(1S)-2,2,2-trifluoro-1-hydroxy-ethyl]pyrrolidine-1-carbonyl]-1-thiazol-5-yl-5,6-dihydropyrrolo[2,1-a]isoquinoline-9-carboxamide C(#N)C1(CCC1)NC(=O)C1=C(C=C2CCN3C(C2=C1)=C(C=C3C(=O)N3[C@](CCC3)([C@@H](C(F)(F)F)O)C)C3=CN=CS3)OC